[Br].C(C)N1C=NC=C1C 1-ethyl-5-methylimidazole bromine salt